2-(3,4-Dimethoxyphenyl)-3-isopropyl-5-(piperidin-4-yl)-1H-pyrrolo[3,2-b]Pyridine COC=1C=C(C=CC1OC)C1=C(C2=NC(=CC=C2N1)C1CCNCC1)C(C)C